COC1=C(C=C2C(=C(C(N(C2=C1)C)=O)C#N)N1CCC(CC1)C=1OC2=C(N1)C=C(C=C2)C)C 7-Methoxy-1,6-dimethyl-4-[4-(5-methyl-1,3-benzooxazol-2-yl)piperidin-1-yl]-2-oxo-1,2-dihydro-quinoline-3-carbonitrile